8-(2,2-difluorospiro[3.5]non-6-en-7-yl)-N-(1-hydroxypropan-2-yl)quinoline-3-carboxamide FC1(CC2(C1)CC=C(CC2)C=2C=CC=C1C=C(C=NC21)C(=O)NC(CO)C)F